bis[(trifluoromethyl)dicarboxyphenoxy]benzene FC(F)(F)C1=C(C(=C(OC2=C(C=CC=C2)OC2=C(C(=C(C=C2)C(F)(F)F)C(=O)O)C(=O)O)C=C1)C(=O)O)C(=O)O